C1(=CC=CC=C1)C1=CSSC1 5-phenyl-3,2-dithiol